1-((3R,5R,8S,9S,10R,13S,14S,17S)-10-Fluoro-3-hydroxy-3,13-dimethylhexadecahydro-1H-cyclopenta[a]phenanthren-17-yl)-2-(2H-tetrazol-2-yl)ethan-1-one F[C@]12[C@H]3CC[C@@]4([C@H](CC[C@H]4[C@@H]3CC[C@@H]2C[C@](CC1)(C)O)C(CN1N=CN=N1)=O)C